C(C)(C)(C)OC(=O)N1CCC(CC1)N1CCN(CC1)CCCCCCNC=1C=C2C(N(C(C2=CC1)=O)C1C(NC(CC1)=O)=O)=O 4-(4-(6-((2-(2,6-Dioxopiperidin-3-yl)-1,3-dioxoisoindolin-5-yl)amino)hexyl)piperazin-1-yl)piperidine-1-carboxylic acid tert-butyl ester